2,2,3-trichloro-butanol ClC(CO)(C(C)Cl)Cl